C1=CC=C(C=C1)N(C2=CC=CC=C2)C3=CC=C(C=C3)[N+](=O)[O-] 4-nitro-N,N-diphenylaniline